methyl-[4-(2,6-dichlorobenzenesulfonyl)-1-piperazinomethyl]-2-furancarboxylate CC=1C(=C(OC1)C(=O)[O-])CN1CCN(CC1)S(=O)(=O)C1=C(C=CC=C1Cl)Cl